C(C)OCCN(CCCC(=O)O)CCCCC1=NC=2NCCCC2C=C1 4-((2-Ethoxyethyl)(4-(5,6,7,8-tetrahydro-1,8-naphthyridin-2-yl)butyl)amino)butanoic acid